({[(2R,3S,4R,5R)-5-[5-chloro-7-(cyclopentylamino)-3H-imidazo[4,5-b]pyridin-3-yl]-3,4-dihydroxyoxocyclopent-2-yl]methoxy}methyl)phosphonic acid ClC1=CC(=C2C(=N1)N(C=N2)[C@@H]2[C@H]([C@H]([C@H](C2=O)COCP(O)(O)=O)O)O)NC2CCCC2